5-methoxypyrido[3,4-d]pyridazin-4(3H)-one COC1=NC=CC2=C1C(NN=C2)=O